ClC=1C=C(C#N)C=CC1N1CCC2(CC1)C=1C=CC(=NC1CN(C2)C[C@@H]2NCCC2)C=2C(=NC=CC2)OCC 3-chloro-4-[2-(2-ethoxy-3-pyridinyl)-7-[[(2R)-pyrrolidin-2-yl]methyl]spiro[6,8-dihydro-1,7-naphthyridine-5,4'-piperidine]-1'-yl]benzonitrile